N[C@@H](C(=O)N[C@@H](CCC(N)=O)C(=O)O)CCC1=CC=CC=C1 ((R)-2-amino-4-phenylbutyryl)-L-glutamine